aluminum tetradecenoate C(C=CCCCCCCCCCCC)(=O)[O-].[Al+3].C(C=CCCCCCCCCCCC)(=O)[O-].C(C=CCCCCCCCCCCC)(=O)[O-]